ClC=1C=CC(=C(C1)N1CC(N(CC1=O)C(C(=O)NC1=CC2=CN(N=C2C=C1)C)CC1=NN(C=C1)C)=O)N1N=NC(=C1)Cl 2-(4-(5-chloro-2-(4-chloro-1H-1,2,3-triazol-1-yl)phenyl)-2,5-dioxopiperazin-1-yl)-3-(1-methyl-1H-pyrazol-3-yl)-N-(2-methyl-2H-indazol-5-yl)propanamide